CCCCCCCCCCCCCCCCCCCCOC[C@H](COP(=O)(O)OC[C@H](CO)O)OC(=O)CCCCCCCCCCCCCC 1-eicosyl-2-pentadecanoyl-glycero-3-phospho-(1'-sn-glycerol)